CN1C2=C(C3=C1C(N(N=C3)CC3=C1C=NN(C1=CC=C3)COCC[Si](C)(C)C)=O)SCN2OC2OCCCC2 4-Methyl-5-oxo-N-((tetrahydro-2H-pyran-2-yl)oxy)-6-((1-((2-(trimethyl-silyl)ethoxy)methyl)-1H-indazol-4-yl)methyl)-5,6-dihydro-4H-thiazolo[5',4':4,5]pyrrolo[2,3-d]pyridazine